N-methyl-pyrazole CN1N=CC=C1